FCC(CF)OC1=C(C=C(C=C[N+](=O)[O-])C=C1OC)OC 4-(1,3-Difluoroprop-2-yloxy)-3,5-dimethoxy-β-nitrostyrene